bis-(trimethylsilyl)aminolithium C[Si](C)(C)N([Si](C)(C)C)[Li]